Natrium sulfid [S-2].[Na+].[Na+]